N1=C(C=CC=C1)OC1=CC=C(C2=C1N=C(O2)N2CC1N(C(C2)C1)C(=O)OC(C)(C)C)C=1SC=CN1 tert-Butyl 3-(4-(pyridin-2-yloxy)-7-(thiazol-2-yl)benzo[d]oxazol-2-yl)-3,6-diazabicyclo[3.1.1]heptane-6-carboxylate